(5R,8S)-N-(4-chloro-2-fluoro-5-(trifluoromethyl)phenyl)-1-fluoro-6,7,8,9-tetrahydro-5H-5,8-epiminocyclohepta[c]pyridine-10-carboxamide ClC1=CC(=C(C=C1C(F)(F)F)NC(=O)N1[C@@H]2CC[C@H]1CC=1C(=NC=CC12)F)F